(R)-1-[(S)-1-[6-({4-[2-amino-6-(m-cyanophenyl)-4-pyrimidinyl]-1H-1,2,3-triazol-1-yl}methyl)-2-pyridinyl]ethyl]-2-pyrrolidinecarboxylic acid NC1=NC(=CC(=N1)C=1N=NN(C1)CC1=CC=CC(=N1)[C@H](C)N1[C@H](CCC1)C(=O)O)C1=CC(=CC=C1)C#N